COCCOCCN(CCOCCOC)CCOCCOC tris(dioxa-3,6-heptyl)amine